2-[4-[4-(2,4-dioxohexahydropyrimidin-1-yl)-2-fluorosulfonyloxy-phenyl]piperazin-1-yl]acetic acid O=C1N(CCC(N1)=O)C1=CC(=C(C=C1)N1CCN(CC1)CC(=O)O)OS(=O)(=O)F